O1C(OCC1)C=1C(=C(C2=C(C(=NO2)N[C@H](CO)CC2=CC=CC=C2)C1)F)F (S)-2-((5-(1,3-dioxolan-2-yl)-6,7-difluorobenzo[d]isoxazol-3-yl)amino)-3-phenylpropanol